FC1=CC=C(C=C1)C1=CC=C(S1)C=O 5-(4-fluorophenyl)thiophene-2-carbaldehyde